(4-hydroxyphenylmethyl)-2-trifluoromethyl-1H-Benzo[d]imidazol OC1=CC=C(C=C1)CN1C(=NC2=C1C=CC=C2)C(F)(F)F